ClC=1C=C(C(=NC1)N1C(C(N(C(C1)=O)CC1=CC=C(C=C1)C)C12CC(C1)(C2)C(=O)N)=O)F 3-(4-(5-chloro-3-fluoro-pyridin-2-yl)-1-(4-methyl-benzyl)-3,6-dioxopiperazin-2-yl)bicyclo[1.1.1]pentane-1-carboxamide